C1(CC1)S(=O)(=O)N1N=CC(=C1)C1=NC=CC(=N1)C1(NC=C(C(=C1)NC1CCC(CC1)CN(C)C)C1=NN(C(=C1)C(F)(F)F)C)N 2-(2-(1-(Cyclopropylsulfonyl)-1H-pyrazol-4-yl)pyrimidin-4-yl)-N4-((1s,4s)-4-((dimethylamino)methyl)cyclohexyl)-5-(1-methyl-5-(trifluoromethyl)-1H-pyrazol-3-yl)pyridine-2,4-diamine